5-(Benzyloxy)-4-methyl-6-(4-nitroisoindoline-2-carbonyl)-1,3-phenylene bis(4-methylbenzenesulfonate) CC1=CC=C(C=C1)S(=O)(=O)OC1=CC(=C(C(=C1C(=O)N1CC2=CC=CC(=C2C1)[N+](=O)[O-])OCC1=CC=CC=C1)C)OS(=O)(=O)C1=CC=C(C=C1)C